5-bromo-2,2-dimethyl-5-(4-methylsulfonylphenyl)furan-3(2H)-one BrC1(CC(C(O1)(C)C)=O)C1=CC=C(C=C1)S(=O)(=O)C